para-toluensulfonic acid CC1=CC=C(C=C1)S(=O)(=O)O